SCCS(=O)(=O)[O-] 2-sulfanyl-ethanesulfonate